(R)-5-(3-((1-(2-(4,4-dimethylpiperidin-1-yl)-3,6-dimethyl-4-oxo-4H-chromen-8-yl)ethyl)amino)pyridin-2-yl)-2-(4,4,5,5-tetramethyl-1,3,2-dioxaborolan-2-yl)benzaldehyde CC1(CCN(CC1)C=1OC2=C(C=C(C=C2C(C1C)=O)C)[C@@H](C)NC=1C(=NC=CC1)C=1C=CC(=C(C=O)C1)B1OC(C(O1)(C)C)(C)C)C